5-cyclopropyl-3-(2-trifluoromethylphenyl)isoxazol C1(CC1)C1=CC(=NO1)C1=C(C=CC=C1)C(F)(F)F